4-bromo-2-((2,4-dimethoxybenzyl)amino)-6-methoxybenzoic acid methyl ester COC(C1=C(C=C(C=C1OC)Br)NCC1=C(C=C(C=C1)OC)OC)=O